1-(2-hydroxy-2-methylpropyl)-1H-indole-2-carboxylic acid ethyl ester C(C)OC(=O)C=1N(C2=CC=CC=C2C1)CC(C)(C)O